CN1N=C(C2=NC=C(C=C21)C[C@@H]2CC[C@H](CC2)C(=O)OC)C methyl trans-4-[(1,3-dimethylpyrazolo[4,3-b]pyridin-6-yl)methyl]cyclohexanecarboxylate